4-[(4-methyl-1-piperazinyl)methyl]-N-[4-methyl-3-[[4-(3-pyridinyl)-2-pyrimidinyl]amino]phenyl]benzamide CN1CCN(CC1)CC1=CC=C(C(=O)NC2=CC(=C(C=C2)C)NC2=NC=CC(=N2)C=2C=NC=CC2)C=C1